(2R,6S)-N-(2-{1-[(4-cyanophenyl)methyl]piperidin-4-yl}ethyl)-4-(5-cyanopyrimidin-2-yl)-2,6-dimethylpiperazine-1-carboxamide C(#N)C1=CC=C(C=C1)CN1CCC(CC1)CCNC(=O)N1[C@@H](CN(C[C@@H]1C)C1=NC=C(C=N1)C#N)C